4-[4-(azetidin-3-ylamino)-6-chloro-8-fluoro-2-[[(2S)-1-methylpyrrolidin-2-yl]methoxy]quinazolin-7-yl]-7-fluoro-1,3-benzothiazol-2-amine N1CC(C1)NC1=NC(=NC2=C(C(=C(C=C12)Cl)C1=CC=C(C2=C1N=C(S2)N)F)F)OC[C@H]2N(CCC2)C